N[C@H](CS)C(=O)OC methyl D-cysteinate